BrC=1C=C2C(=NC1)N(C=C2C=2C=NNC2)S(=O)(=O)C2=CC=C(C)C=C2 5-bromo-3-(1H-pyrazol-4-yl)-1-tosyl-1H-pyrrolo[2,3-b]pyridine